C(C)(C)C1=NOC(=N1)N1CCC(CC1)C(C)OC=1SC2=NC(=CC=C2N1)C1=CC(=C(C=C1)SC)F 2-(1-(1-(3-isopropyl-1,2,4-oxadiazol-5-yl)piperidin-4-yl)ethoxy)-5-(3-fluoro-4-(methylthio)phenyl)thiazolo[5,4-b]pyridine